COC1=C(C(=CC(=C1)C)C)C=1N=C2C(=NC1)N=C(C=N2)[C@H]2CN(CCC2)C(=O)OC(C)(C)C tert-butyl (3R)-3-[6-(2-methoxy-4,6-dimethyl-phenyl)pyrazino[2,3-b]pyrazin-2-yl]piperidine-1-carboxylate